1-(4-(trifluoromethoxy)phenyl)-2,3,4,9-tetrahydro-1H-pyrido[3,4-b]indole FC(OC1=CC=C(C=C1)C1NCCC2=C1NC1=CC=CC=C21)(F)F